Epoxy-1,3-bis(N,N-diglycidyl-aminomethyl)cyclohexane C(C1CO1)N(CC1CO1)CC12C(C(CCC1)CN(CC1CO1)CC1CO1)O2